cyclopentyl-N-(3-fluoroquinolin-6-yl)propanamide C1(CCCC1)C(C(=O)NC=1C=C2C=C(C=NC2=CC1)F)C